ClC1=CC(=CC(=N1)N1CC2CC2C1)N1CC(C1)(F)F 3-(6-chloro-4-(3,3-difluoroazetidin-1-yl)pyridin-2-yl)-3-azabicyclo[3.1.0]hexane